[Cl-].C(C(C)C)C(C1=CC=CC=C1)([N+](C)(C)CCOC1=CC=CC=C1)CC(C)C di-isobutyl-phenoxyethyl-dimethyl-benzyl-ammonium chloride